4-(7-fluoro-1H-pyrrolo[3,2-c]pyridin-4-yl)-N-(4-hydroxy-bicyclo[2.2.2]oct-1-yl)benzamide FC=1C2=C(C(=NC1)C1=CC=C(C(=O)NC34CCC(CC3)(CC4)O)C=C1)C=CN2